L-alanyl-γ-D-glutamyl-L-lysine N[C@@H](C)C(=O)N[C@H](CCC(=O)N[C@@H](CCCCN)C(=O)O)C(=O)O